2-(2-Methoxy-5-(methyl-(2-methylquinazolin-4-yl)amino)phenyl)hexanehydrazide COC1=C(C=C(C=C1)N(C1=NC(=NC2=CC=CC=C12)C)C)C(C(=O)NN)CCCC